FC(C1=CC=CC=2C(=CC=CC12)B(O)O)F 1-(DIFLUOROMETHYL)NAPHTHALENE-5-BORONIC ACID